ClC=1C=CC(=C(CC2(OCCCO2)CC(=O)OC)C1)[N+](=O)[O-] methyl [2-(5-chloro-2-nitrobenzyl)-1,3-dioxan-2-yl]acetate